3-(1,3-dithiolan-2-yl)-4-oxo-1-(pyrimidin-5-ylmethyl)-4H-pyrido[1,2-a]pyrimidinium S1C(SCC1)C1=C[N+](=C2N(C1=O)C=CC=C2)CC=2C=NC=NC2